(1R)-6-chloro-N-[2,4-difluoro-3-(2-{[4-(morpholin-4-yl)cyclohexyl]amino}quinazolin-6-yl)phenyl]-1-hydroxy-2,3-dihydro-1H-indene-4-sulfonamide ClC=1C=C(C=2CC[C@H](C2C1)O)S(=O)(=O)NC1=C(C(=C(C=C1)F)C=1C=C2C=NC(=NC2=CC1)NC1CCC(CC1)N1CCOCC1)F